5-chloro-3-{2-[(3S,4S)-3-[(4-methanesulfonylphenoxy)meth-yl]-4-methyl-pyrrolidin-1-yl]-ethyl}-2-methyl-benzonitrile ClC=1C=C(C(=C(C#N)C1)C)CCN1C[C@H]([C@@H](C1)C)COC1=CC=C(C=C1)S(=O)(=O)C